(R)-12-((S)-9,10-difluoro-2,3,6,11-tetrahydro-1H-benzo[e]indeno[4,5-b]thiepin-6-yl)-7-hydroxy-3,4,12,12a-tetrahydro-1H-[1,4]oxazino[3,4-c]pyrido[2,1-f][1,2,4]triazine-6,8-dione FC1=C(C2=C([C@@H](C3=C(SC2)C=2CCCC2C=C3)N3N2C(C(N4[C@H]3COCC4)=O)=C(C(C=C2)=O)O)C=C1)F